3-(3-Cyano-4-fluorophenyl)-1-(8-fluoro-3-oxido-6-oxo-1,4,5,6-tetrahydro-2H-thiopyrano[3,4-c]isoquinolin-1-yl)-1-methylurea C(#N)C=1C=C(C=CC1F)NC(N(C)C1CS(CC=2NC(C=3C=C(C=CC3C21)F)=O)=O)=O